CC/C=C\\C/C=C\\C/C=C\\C/C=C\\C/C=C\\C/C=C\\CCCCCCCCCCCCC(=O)CC(=O)SCCNC(=O)CCNC(=O)[C@@H](C(C)(C)COP(=O)(O)OP(=O)(O)OC[C@@H]1[C@H]([C@H]([C@@H](O1)N2C=NC3=C(N=CN=C32)N)O)OP(=O)(O)O)O The molecule is an unsaturated fatty acyl-CoA that results from the formal condensation of the thiol group of coenzyme A with the carboxy group of (16Z,19Z,22Z,25Z,28Z,31Z)-3-oxotetratriacontahexaenoic acid. It is a 3-oxo-fatty acyl-CoA, an unsaturated fatty acyl-CoA and an ultra-long-chain fatty acyl-CoA. It is a conjugate acid of a (16Z,19Z,22Z,25Z,28Z,31Z)-3-oxotetratriacontahexaenoyl-CoA(4-).